C(C1=CC=CC=C1)SC=1C=C(C=C2CN(C(C12)=O)[C@@H](C)C1CC1)Br (S)-7-(benzylthio)-5-bromo-2-(1-cyclopropylethyl)isoindolin-1-one